C(C)(C)(C)OC(=O)N1CC(C(CC1)C(=O)O)O 1-(tert-butoxycarbonyl)-3-hydroxypiperidine-4-carboxylic acid